2-chloro-1-(difluoromethoxy)-1,2-trifluoroethane C(C(OC(F)F)(F)F)(F)Cl